7,10-dimethyldodec-9-ene-2,5-dione CC(CC(CCC(C)=O)=O)CC=C(CC)C